COC=1C=C(COCC2=CC(=C(C=C2)OC)OC)C=CC1OC 3,4-dimethoxybenzyl oxide